tert-butyl N-tert-butoxycarbonyl-N-[2-[2-[2-[2-(2-hydroxyethoxy) ethoxy]ethoxy]ethoxy]ethyl]carbamate C(C)(C)(C)OC(=O)N(C(OC(C)(C)C)=O)CCOCCOCCOCCOCCO